C1(=CC=CC=C1)[C@@H](CC(=O)OCC)C1(CC1)C(F)(F)F ethyl (3R)-3-phenyl-3-[1-(trifluoromethyl)cyclopropyl]propanoate